C1(CC1)N1CC2=C(C=CC=C2CC1)NS(=O)(=O)C1=NC=CC=C1C N-(2-cyclopropyl-1,2,3,4-tetra-hydroisoquinolin-8-yl)-3-methylpyridine-2-sulfonamide